ClC=1C(=NC(=C(C1)C#N)N1C[C@H](C([C@H](C1)C)(F)F)C)NC=1C=C2C=C(C(N(C2=CC1)CCN(C)C)=O)OCC(=O)NC 2-((6-((3-Chloro-5-cyano-6-((3R,5S)-4,4-difluoro-3,5-dimethylpiperidin-1-yl)pyridin-2-yl)amino)-1-(2-(dimethylamino)ethyl)-2-oxo-1,2-dihydroquinolin-3-yl)oxy)-N-methylacetamide